N-[3-[2-(difluoromethoxy)-5-[[5-[(dimethylamino)methyl]-3-pyridyl]oxy]phenyl]-1-methyl-pyrazol-4-yl]pyrazolo[1,5-a]pyrimidine-3-carboxamide FC(OC1=C(C=C(C=C1)OC=1C=NC=C(C1)CN(C)C)C1=NN(C=C1NC(=O)C=1C=NN2C1N=CC=C2)C)F